C(C)(C)(C)C1=CC=C(C=C1)CNC(=O)C=1C=C2C(=NC1)NC(=N2)CC(=O)O (6-{[(4-tert-butylphenyl)methyl]carbamoyl}-3H-imidazo[4,5-b]pyridin-2-yl)acetic acid